{[5-{[(2-Hydroxyethyl)amino]methyl}-2-(2-methylbiphenyl-3-yl)-1,3-benzoxazol-6-yl]oxy}acetonitril OCCNCC=1C(=CC2=C(N=C(O2)C=2C(=C(C=CC2)C2=CC=CC=C2)C)C1)OCC#N